7-(1H-1,2,3-triazol-4-yl)-8,9,10,11-tetrahydro-3H-pyrazolo[4,3-a]phenanthridine N1N=NC(=C1)C1=NC2=CC=C3C(=C2C=2CCCCC12)C=NN3